methyl 2-(4-aminopyridin-2-yl)-2-methylpropionate hydrochloride Cl.NC1=CC(=NC=C1)C(C(=O)OC)(C)C